3-((4-(7-chloro-4-(pyrrolidin-3-yl)-3,4-dihydro-2H-benzo[b][1,4]oxazin-5-yl)pyrrolo[2,1-f][1,2,4]triazin-6-yl)methyl)-6,6-dimethyl-3-azabicyclo[3.1.0]hexane-2,4-dione ClC=1C=C(C2=C(OCCN2C2CNCC2)C1)C1=NC=NN2C1=CC(=C2)CN2C(C1C(C1C2=O)(C)C)=O